FC=1C=C2C(=NC1)NC=C2N2N=C(C=CC2=O)NC2CCC(CC2)C(=O)O 4-((1-(5-fluoro-1H-pyrrolo[2,3-b]pyridin-3-yl)-6-oxo-1,6-dihydropyridazin-3-yl)amino)cyclohexane-1-carboxylic acid